OC1=C(N2C(C=3C(=CC=NC13)C1=CC=CC=C1)=NC=N2)C(=O)OC Methyl 6-hydroxy-10-phenyl-[1,2,4]triazolo[5,1-f][1,6]naphthyridine-5-carboxylate